CC1(CCN(CC1)C=1OC2=C(C=C(C=C2C(C1)=O)C)C(C)NC1=C(C=CC=C1)S(=O)(=O)N)C 2-[1-[2-(4,4-Dimethyl-1-piperidyl)-6-methyl-4-oxo-chromen-8-yl]ethylamino]benzenesulfonamide